ClC=1C=C(C=CC1)C(CN1C=NC=C1)O 1-(3-chlorophenyl)-2-(1H-imidazol-1-yl)ethan-1-ol